rac-(3R,4R)-1-tert-butoxycarbonyl-5,5-difluoro-4-hydroxy-piperidine-3-carboxylic acid C(C)(C)(C)OC(=O)N1C[C@H]([C@H](C(C1)(F)F)O)C(=O)O |r|